CC1(OCC[C@H](C1)N1C(=NC=2C=NC=3C=CC(=CC3C21)C#N)[C@H]2C[C@@H](CC2)F)C 1-[(4R)-2,2-dimethyltetrahydro-2H-pyran-4-yl]-2-[(1R,3R)-3-fluorocyclopentyl]-1H-imidazo[4,5-c]quinoline-8-carbonitrile